4-[(3S)-3-aminopyrrolidin-1-yl]-5-(3-chloro-5-fluorophenyl)-N-[(1S)-1-cyclopropylethyl]-6-methylpyridine-3-carboxamide N[C@@H]1CN(CC1)C1=C(C=NC(=C1C1=CC(=CC(=C1)F)Cl)C)C(=O)N[C@@H](C)C1CC1